2-(2-((4-fluorobenzyl)thio)-4H-imidazo[4,5-b]pyridin-4-yl)-N-(2-cyanophenyl)butanamide FC1=CC=C(CSC2=NC=3C(N(C=CC3)C(C(=O)NC3=C(C=CC=C3)C#N)CC)=N2)C=C1